Oxadiazoleamide O1N=NC(=C1)C(=O)N